BrC1=CC=C2C(=CC=NC2=C1)OCCN1N=C(C=CC1=O)C=1C=NN(C1)C(F)F 2-(2-((7-bromoquinolin-4-yl)oxy)ethyl)-6-(1-(difluoromethyl)-1H-pyrazol-4-yl)pyridazin-3(2H)-one